cumenyl-cyclopentadienyl-iron hexafluorophosphate F[P-](F)(F)(F)(F)F.C1(=C(C=CC=C1)[Fe+]C1C=CC=C1)C(C)C